(R)-N-(5-(5-ethyl-1,2,4-oxadiazol-3-yl)-2,3-dihydro-1H-inden-1-yl)-5-(hydroxymethyl)-2-methylbenzamide C(C)C1=NC(=NO1)C=1C=C2CC[C@H](C2=CC1)NC(C1=C(C=CC(=C1)CO)C)=O